[Cl-].[Cl-].C(CCCCCCCCCCCCCCCCC)OC(C([NH3+])(C)C)=O.C(CCCCCCCCCCCCCCCCC)OC(C([NH3+])(C)C)=O bis(2-(octadecyloxy)-dimethyl-2-oxoethan-1-aminium) dichloride